(2R or S)-1-{3-[(1R)-1-aminoethyl]-2-fluorophenyl}-2-cyclopropyl-1,1-difluorobut-3-yn-2-ol N[C@H](C)C=1C(=C(C=CC1)C([C@@](C#C)(O)C1CC1)(F)F)F |o1:10|